CO[C@@H]1[C@@H](CNC1)OC=1C=NN(C1C1=CC=2N(C=C1)N=C(C2)NC(=O)C2CC2)C |r| rac-N-(5-(4-(((3R,4S)-4-methoxypyrrolidin-3-yl)oxy)-1-methyl-1H-pyrazol-5-yl)pyrazolo[1,5-a]pyridin-2-yl)cyclopropanecarboxamide